COC1=NC=C(C2=C1N=CS2)N2CCOCC2 4-Methoxy-7-morpholin-4-yl-thiazolo[4,5-c]pyridin